C1(=CC=CC2=CC=CC=C12)N[C@@H](C)C(=O)O 1-naphthylalanine